8-((1r,4r)-4-(difluoromethyl)cyclohexyl)-6,9-dioxo-5-(4-(trifluoromethyl)benzyl)-2,5,8-triazaspiro[3.5]nonane-2-carbaldehyde FC(C1CCC(CC1)N1CC(N(C2(CN(C2)C=O)C1=O)CC1=CC=C(C=C1)C(F)(F)F)=O)F